C(C)(C)(C)OC(=O)[C@@H]1N([C@H]([C@@]([C@H]1C1=CC(=CC=C1)Cl)(C1=C(C=C(C=C1)Cl)F)CN)CC(C)(C)C)CCF (2R,3R,4S,5S)-4-(aminomethyl)-4-(4-chloro-2-fluorophenyl)-3-(3-chlorophenyl)-1-(2-fluoroethyl)-5-neopentylpyrrolidine-2-carboxylic acid tert-butyl ester